CN1CC=2C=C(C=NC2CC1)B(O)O (6-methyl-5,6,7,8-tetrahydro-1,6-naphthyridin-3-yl)boronic acid